zinc 9-dodecenate C(CCCCCCCC=CCC)(=O)[O-].[Zn+2].C(CCCCCCCC=CCC)(=O)[O-]